OC1[C@H]([C@@H](CCCC(CO)C)C)[C@]2(CC[C@@H]3[C@]4(CC[C@@H](CC4=CC[C@H]3[C@@H]2C1)O)C)C 16,26-dihydroxycholesterol